(E)-1-(1,3-Dithian-2-yl)-3-(naphthalen-2-yl)-2-phenyl-prop-2-en-1-one Sodium triazole salt N1N=NC=C1.[Na].S1C(SCCC1)C(\C(=C\C1=CC2=CC=CC=C2C=C1)\C1=CC=CC=C1)=O